(13R)-13-cyclopropyl-11-fluoro-5-methyl-6,7-dihydro-13H-1,15-ethenopyrazolo[4,3-f][1,10,4,8]benzodioxadiazacyclotridecin-4(5H)-one C1(CC1)[C@H]1OC2=NC3=C(C(N(CCOC4=C1C=C(C=C4)F)C)=O)C=NN3C=C2